4-((3-(2-(2,5-dimethylthiophen-3-yl)ethyl)-3-(ethoxymethyl)pyrrolidin-1-yl)methyl)-1-methyl-1H-pyrazole CC=1SC(=CC1CCC1(CN(CC1)CC=1C=NN(C1)C)COCC)C